[Li].CN(C1=C2C=CC=C(C2=CC=C1)S(=O)(=O)N)C 5-(dimethylamino)naphthalene-1-sulfonamide Lithium